N-((2S,3S)-2-((3'-chloro-2,5'-difluorobiphenyl-3-yl)methyl)-1-(2-hydroxy-2-methylpropanoyl)pyrrolidin-3-yl)methanesulfonamide methyl-3-(3-chloropyrazin-2-yl)acrylate COC(C=CC1=NC=CN=C1Cl)=O.ClC=1C=C(C=C(C1)F)C1=C(C(=CC=C1)C[C@@H]1N(CC[C@@H]1NS(=O)(=O)C)C(C(C)(C)O)=O)F